3-(4-{2-[1-(4-amino-3-methoxybenzoyl)piperidin-4-yl]ethynyl}-1-oxo-3H-isoindol-2-yl)piperidine-2,6-dione NC1=C(C=C(C(=O)N2CCC(CC2)C#CC2=C3CN(C(C3=CC=C2)=O)C2C(NC(CC2)=O)=O)C=C1)OC